C(C=C)S(=O)(=O)C1=NN=C(S1)N 5-allylsulfonyl-[1,3,4]thiadiazol-2-amine